CC1=NN(C2=C1C=NC(=C2)CC(=O)N)C2=NC(=CC=C2)C2COCC2 (3-methyl-1-(6-(tetrahydrofuran-3-yl)pyridin-2-yl)-1H-pyrazolo[4,3-c]pyridin-6-yl)acetamide